FC(C(C#N)=C)(F)F 2-(trifluoromethyl)acrylonitrile